O[C@H]1[C@@H](C2=CC=CC=C2C(C1)(C)C)NC(=O)NC=1C(=NC(=C(C1)C)C=1C=NNC1)C1CCOCC1 ((1R,2R)-2-hydroxy-4,4-dimethyl-1,2,3,4-tetrahydronaphthalen-1-yl)-3-(5-methyl-6-(1H-pyrazol-4-yl)-2-(tetrahydro-2H-pyran-4-yl)pyridin-3-yl)urea